CC1=C(C=C(C=C1)C1=CC=CC=C1)NC1=CC=CC=C1 4-methyl-N-phenyl-[1,1'-biphenyl]-3-amine